zinc borate silicate [Si]([O-])([O-])(O)O.B(O)(O)O.[Zn+2]